C1(CC1)C1=CC(=NO1)C(O)C1=CC=C(C=C1)F (5-Cyclopropylisoxazol-3-yl)(4-fluorophenyl)methanol